C1(CCCCC1)N1C(N(C(C(=C1O)C(=O)NCC(=O)OCC)=O)C1CCCCC1)=O ethyl (1,3-dicyclohexyl-6-hydroxy-2,4-dioxo-1,2,3,4-tetrahydropyrimidine-5-carbonyl)glycinate